ClC=1C=C(C=CC1N1C(C(CC1)(C)C)=O)C1=C(C(=CC=C1)C1=CC(=NC=C1)N1CCNCC1)O 1-(3-chloro-2'-hydroxy-3'-(2-(piperazin-1-yl)pyridin-4-yl)-[1,1'-biphenyl]-4-yl)-3,3-dimethylpyrrolidin-2-one